ClC1=CC(=C(COC2=NC=3CN(CCC3C=C2C#N)C(=O)OC(C)(C)C)C(=C1)F)F tert-butyl 2-((4-chloro-2,6-difluorobenzyl) oxy)-3-cyano-6,8-dihydro-5H-1,7-naphthyridine-7-carboxylate